1-(((S)-7-((R)-3-cyclohexyl-2-methylpropanoyl)-10-hydroxy-7-azaspiro[4.5]decan-10-yl)methyl)-4-phenyl-5-(piperazine-1-carbonyl)pyridin-2(1H)-one C1(CCCCC1)C[C@H](C(=O)N1CC2(CCCC2)[C@](CC1)(O)CN1C(C=C(C(=C1)C(=O)N1CCNCC1)C1=CC=CC=C1)=O)C